C(C)OC=1C=C(CCN)C=C(C1SC)OCC 3,5-diethoxy-4-methylthiophenethylamine